tert-butyl 4-(6-(3,4-difluorophenylamino)-2-(methylsulfonyl)pyrimidin-4-yl)piperazine-1-carboxylate FC=1C=C(C=CC1F)NC1=CC(=NC(=N1)S(=O)(=O)C)N1CCN(CC1)C(=O)OC(C)(C)C